COC(=O)C=1[C@@H](N=C(NC1CBr)C=1SC=CN1)C1=C(C(=C(C=C1)F)F)C (S)-6-(bromomethyl)-4-(3,4-difluoro-2-methylphenyl)-2-(thiazol-2-yl)-1,4-dihydropyrimidine-5-carboxylic acid methyl ester